Cl.Cl.NCCCCN1CCN(CC1)C=1C=C2CN(C(C2=CC1)=O)C1C(NC(CC1)=O)=O 3-(5-(4-(4-aminobutyl)piperazin-1-yl)-1-oxoisoindolin-2-yl)piperidine-2,6-dione bis-hydrochloride salt